C(C)(C)N1N=C(C=2C1=NC=NC2N)C2=CC1=CC=CC=C1C=C2 1-isopropyl-3-(naphthalen-2-yl)-1H-pyrazolo[3,4-d]pyrimidin-4-amine